3-((3-(4-fluoro-3-phenoxyphenyl)allyl)sulfonyl)-5,5-dimethyl-4,5-dihydroisoxazole FC1=C(C=C(C=C1)C=CCS(=O)(=O)C1=NOC(C1)(C)C)OC1=CC=CC=C1